C(C)S(=O)(=O)C=1C(=NC=CC1)C=1OC2=NC=C(C=C2N1)C(F)(F)F 2-(3-ethylsulfonylpyridin-2-yl)-6-trifluoromethyl-oxazolo[5,4-b]pyridine